S1C=CC2=C1C(=CC=C2)C(C)N 1-(benzothien-7-yl)ethanamine